1-Benzyl-N-[rac-(7R)-2,9-dimethyl-8-oxo-6,7-dihydro-5H-imidazo[1,2-a][1,3]diazepin-7-yl]-1,2,4-triazol-3-carboxamid C(C1=CC=CC=C1)N1N=C(N=C1)C(=O)N[C@H]1C(N(C=2N(CC1)C=C(N2)C)C)=O |r|